2-methyl-4-(1-methylcyclopropoxy)-1-nitro-benzene CC1=C(C=CC(=C1)OC1(CC1)C)[N+](=O)[O-]